C1(=CC=C(C=C1)OC1=NC(=NC=C1)C1=CC(=C(C(=C1)F)N1CCC(CC1)CC(=O)O)F)C 2-[1-[4-[4-(p-tolyloxy)pyrimidin-2-yl]-2,6-difluoro-phenyl]-4-piperidinyl]acetic acid